C(C)(=O)NCCSSCCCCS(=O)(=O)[O-].[Na+].OCCNC(C=C)=O N-(2-hydroxyethyl)acrylamide sodium 4-[[2-(acetamido)ethyl]dithio]-1-butanesulfonate